C1=NC=CC2=C1C1CCC(C2)N1 6,7,8,9-tetrahydro-5H-6,9-epiminocyclohepta[c]pyridine